diphenyl-phospholane C1(=CC=CC=C1)C1P(CCC1)C1=CC=CC=C1